BrC1=CC=C(C=C1)/C=C/CCC=O (E)-5-(4-bromophenyl)pent-4-enal